(S)-methyl 4-(2-(((tert-butyldiphenylsilyl)oxy)methyl)-4-((4'-chloro-4,4-dimethyl-3,4,5,6-tetrahydro-[1,1'-biphenyl]-2-yl)methyl)piperazin-1-yl)benzoate [Si](C1=CC=CC=C1)(C1=CC=CC=C1)(C(C)(C)C)OC[C@H]1N(CCN(C1)CC1=C(CCC(C1)(C)C)C1=CC=C(C=C1)Cl)C1=CC=C(C(=O)OC)C=C1